N-[1-[2-chloro-5-[(2S)-2-(trifluoromethylsulfonylamino)propoxy]phenyl]-1-methyl-ethyl]propenamide ClC1=C(C=C(C=C1)OC[C@H](C)NS(=O)(=O)C(F)(F)F)C(C)(C)NC(C=C)=O